C(C)(C)(C)N1N=NC=C1 1-(tert-butyl)-1H-1,2,3-triazole